BrC=1N(C=C(N1)C#N)C1=CC=C(C=C1)C 2-bromo-1-(p-tolyl)-1H-imidazole-4-carbonitrile